(1R,2s)-2-[[tert-butyl-(dimethyl)silyl]oxymethyl]-1-methyl-cyclopentanol C(C)(C)(C)[Si](OC[C@H]1[C@@](CCC1)(O)C)(C)C